2-allyloxymethyl-2-(hydroxymethyl)-1,3-propanediol C(C=C)OCC(CO)(CO)CO